FC=1C(=CC2=C(C(NC=3CNC[C@H](C23)N(C(=O)N2CC3=CC=C(C=C3C2)F)C)=O)C1)F (S)-N-(8,9-difluoro-6-oxo-1,2,3,4,5,6-hexahydrobenzo[c][1,7]naphthyridin-1-yl)-5-fluoro-N-methylisoindoline-2-carboxamide